4-(2-Chloro-3-cyano-6-fluoro-8-(2-fluoro-6-methoxyphenoxy)quinolin-4-yl)piperazine-1-carboxylic acid tert-butyl ester C(C)(C)(C)OC(=O)N1CCN(CC1)C1=C(C(=NC2=C(C=C(C=C12)F)OC1=C(C=CC=C1OC)F)Cl)C#N